(1aRS,7bSR)-5-(2-{[N-((R)-1-ethyl-pyrrolidin-3-yl)-N-methylcarbamoyl]methyl}-4-fluoro-benzenesulfonylamino)-1,1a,2,7b-tetrahydrocyclopropa-[c]benzopyran-4-carboxylic acid C(C)N1C[C@@H](CC1)N(C(=O)CC1=C(C=CC(=C1)F)S(=O)(=O)NC1=C(C2=C([C@@H]3[C@H](CO2)C3)C=C1)C(=O)O)C |&1:26,27|